O1CCC(CC1)CCCOCCCCCCC(=O)O 7-(3-(tetrahydro-2H-pyran-4-yl)propoxy)heptanoic acid